2,2,2-Trifluoro-ethylmethacrylat FC(COC(C(=C)C)=O)(F)F